FC(C(C=CC(C(F)(F)F)(F)F)(F)F)(F)F 1,1,1,2,2,5,5,6,6,6-decafluorohex-3-ene